((2R,3S,4R,5R)-5-(4-Aminopyrrolo[2,1-f][1,2,4]triazin-7-yl)-5-cyano-3,4-dihydroxytetrahydrofuran-2-yl)methyl (3-(hexadecylthio)propyl) hydrogen phosphate P(=O)(OC[C@H]1O[C@@]([C@@H]([C@@H]1O)O)(C#N)C1=CC=C2C(=NC=NN21)N)(OCCCSCCCCCCCCCCCCCCCC)O